O=C1N(CC2=CC(=CC=C12)C1CCN(CC1)CC1=CC2=C(NC(N2)=O)C=C1)C1C(NC(CC1)=O)=O 3-(1-oxo-5-(1-((2-oxo-2,3-dihydro-1H-benzo[d]imidazol-5-yl)methyl)piperidin-4-yl)isoindolin-2-yl)piperidine-2,6-dione